ClC=1C(=C(C=CC1CC(F)(F)F)NC=1C2=C(N=CN1)C=CC(=N2)O[C@@H]2CNCC2)F N-[3-chloro-2-fluoro-4-(2,2,2-trifluoroethyl)phenyl]-6-[(3S)-pyrrolidin-3-yl]oxy-pyrido[3,2-d]pyrimidin-4-amine